C(C)(C)NC1=NC(=CC2=C1N=C(N=C2)NC2CCC(CC2)NC2COC2)[C@@H](C)O (R)-1-(8-(isopropylamino)-2-(((1r,4R)-4-(oxetan-3-ylamino)cyclohexyl)amino)pyrido[3,4-d]pyrimidin-6-yl)ethan-1-ol